2-(((tert-butyldimethylsilyl)oxy)methyl)-5,6,7,8-tetrahydro-[1,2,4]triazolo[1,5-a]pyridine-6-carboxylic acid [Si](C)(C)(C(C)(C)C)OCC1=NN2C(CCC(C2)C(=O)O)=N1